C(C1=CC=CC=C1)C1CCN(CC1)C(=O)C=1C=CC2=C(NC(C3=C(N2)C=CC(=C3)Br)=O)C1 8-(4-Benzylpiperidine-1-carbonyl)-2-bromo-5,10-dihydro-11H-dibenzo[b,e][1,4]diazepin-11-one